1-dipyridylamino-3,4-dimethylenehex-5-ene N1=C(C=CC=C1)N(CCC(C(C=C)=C)=C)C1=NC=CC=C1